7-(5H-Imidazo[5,1-a]isoindol-5-yl)-3-methyl-5,6,7,8-tetrahydroisochinolin-8-ol C=1N=CN2C1C1=CC=CC=C1C2C2CCC=1C=C(N=CC1C2O)C